S1([N-]S(CCC1)(=O)=O)(=O)=O 1,3,2-dithiazinan-2-ide 1,1,3,3-tetraoxide